N[C@H]1[C@@H](CC[C@H](C2=NC=CC=C21)OC(=O)N2CCC1(C(NC3=NC=CC=C31)=O)CCC2)C2=C(C(=CC=C2)F)F (5S,6S,9R)-5-amino-6-(2,3-difluorophenyl)-6,7,8,9-tetrahydro-5H-cyclohept[b]pyridin-9-yl-2'-Oxo-1',2'-dihydrospiro[azepane-4,3'-pyrrolo[2,3-b]pyridine]-1-carboxylate